FC(COC1=NC=CC(=C1)CNC(=O)NC1CC2(C1)CCC2)CF 1-[[2-(2,3-difluoropropoxy)pyridin-4-yl]methyl]-3-spiro[3.3]heptane-2-yl-urea